4-(4-(3-(4-carbamoyl-3-fluorophenyl)-6-methylimidazo[1,2-a]pyridin-7-yl)-1H-pyrazol-1-yl)piperidine-1-carboxylic acid tert-butyl ester C(C)(C)(C)OC(=O)N1CCC(CC1)N1N=CC(=C1)C1=CC=2N(C=C1C)C(=CN2)C2=CC(=C(C=C2)C(N)=O)F